N(=[N+]=[N-])C=1C2=C(C=3N(N1)N=NN3)C=CN=C2 6-Azidopyrido[4,3-d]tetrazolo[1,5-b]pyridazine